2-dimethylaminoethylether CN(CCOCCN(C)C)C